FC=1C=C(CN2N=C3C(=C2)CN(C3)C3=C(C(=O)N(C)C)C=CC=C3)C=CC1 (2-(3-Fluorobenzyl)-2,6-dihydropyrrolo[3,4-c]pyrazol-5(4H)-yl)-N,N-dimethylbenzamide